1-[5-[(E)-2-(aminomethyl)-3-fluoro-allyloxy]pyrimidin-2-yl]-3-methyl-imidazolidin-2-one hydrochloride Cl.NC/C(/COC=1C=NC(=NC1)N1C(N(CC1)C)=O)=C\F